4-(6-amino-2-chloro-purin-9-yl)butyl N-[[3-[(Z)-prop-1-enyl]phenyl]methyl]carbamate C(=C/C)/C=1C=C(C=CC1)CNC(OCCCCN1C2=NC(=NC(=C2N=C1)N)Cl)=O